CS(=O)(=O)OCC(C)(F)F 2,2-difluoropropyl methanesulfonate